4-([4-([(1S,2S)-6-Chloro-4-cyano-2-(piperazin-1-yl)-2,3-dihydro-1H-inden-1-yl]oxy)phenyl]sulfonamido)-N-[(2S,3R,4S,5R)-1,3,4,5,6-pentahydroxyhexan-2-yl]piperidine-1-carboxamide ClC1=CC(=C2C[C@@H]([C@H](C2=C1)OC1=CC=C(C=C1)S(=O)(=O)NC1CCN(CC1)C(=O)N[C@@H](CO)[C@H]([C@@H]([C@@H](CO)O)O)O)N1CCNCC1)C#N